ClC=1C=C(C=CC1Cl)N1C2CCC1CC1=C2C=CC(=C1)O (±)-N-(3,4-dichlorophenyl)-2-hydroxy-6,7,8,9-tetrahydro-5H-5,8-epiminobenzo[7]annulene